(1S,3S,5S)-5-methyl-2-((4-(3-phenyloxetan-3-yl)benzoyl)glycyl)-2-azabicyclo[3.1.0]hexane-3-carboxylic acid C[C@@]12C[C@H](N([C@H]2C1)C(CNC(C1=CC=C(C=C1)C1(COC1)C1=CC=CC=C1)=O)=O)C(=O)O